COC=1C=C2[C@]3(C(NC2=CC1)=O)[C@@H](C3)C3=CC=C1C(=NNC1=C3)NC3=NC(=NC=C3OC)C(C)C (1R,2S)-5'-methoxy-2-(3-{[5-methoxy-2-(propan-2-yl)pyrimidin-4-yl]amino}-1H-indazol-6-yl)spiro[cyclopropane-1,3'-indol]-2'(1H)-one